4-{[2-(aminomethyl)-4-fluorobenzyl]oxy}-3-bromo-1-(2,6-difluorophenyl)-6-methylpyridin-2(1H)-one trifluoroacetate FC(C(=O)O)(F)F.NCC1=C(COC2=C(C(N(C(=C2)C)C2=C(C=CC=C2F)F)=O)Br)C=CC(=C1)F